(2s,4s)-2-(4-(3-(tert-butyl)-4-chlorophenyl)piperidine-1-carbonyl)-7-oxa-5-azaspiro[3.4]octan-6-one C(C)(C)(C)C=1C=C(C=CC1Cl)C1CCN(CC1)C(=O)C1CC2(C1)NC(OC2)=O